(1-benzyl-2-oxo-1,2-dihydropyridin-4-yl)boronic acid C(C1=CC=CC=C1)N1C(C=C(C=C1)B(O)O)=O